C(C)(C)(C)OC(=O)N(C1=NC=CC(=C1)C=1OC=C(N1)C(=O)NC=1C(=NN(C1)C1=CC=C(C(=O)OC(=O)OC(C)C)C=C1)C(F)F)CC1CC1 Isopropoxycarbonyl 4-[4-[[2-[2-[tert-butoxycarbonyl(cyclopropylmethyl)amino]-4-pyridyl] oxazole-4-carbonyl]amino]-3-(difluoromethyl)pyrazol-1-yl]benzoate